methyl (2-chlorophenyl) ((R)-2-((3-cyano-5-fluorobenzyl) oxy) eicosyl) phosphate P(=O)(OC)(OC1=C(C=CC=C1)Cl)OC[C@@H](CCCCCCCCCCCCCCCCCC)OCC1=CC(=CC(=C1)F)C#N